N-[(1S)-1-benzyl-3,3,3-trifluoro-1-methyl-propyl]-7,8-difluoro-quinoline-3-carboxamide C(C1=CC=CC=C1)[C@](CC(F)(F)F)(C)NC(=O)C=1C=NC2=C(C(=CC=C2C1)F)F